C(C)N1C(NC2=CC(=CC=C2C1=O)C1=CC=CC(=N1)C(=O)NC=1C=NC(=CC1)C(NC)=O)=O 6-(3-ethyl-2,4-dioxo-1,2,3,4-tetrahydroquinazolin-7-yl)-N-(6-(methylcarbamoyl)pyridin-3-yl)pyridinecarboxamide